N1=NN=C2C1=CC=C(C2)C(=O)[O-] 5-benzotriazol-carboxylate